6-chloro-2-phenyl-3-thiocyanobenzo[b]Thiophene ClC=1C=CC2=C(SC(=C2SC#N)C2=CC=CC=C2)C1